FCC1(CCC1)CN [1-(fluoromethyl)cyclobutyl]methylamine